C(C1=CC=CC=C1)N1N=CC=2C1=CN=NC2OC 1-benzyl-4-methoxy-1H-pyrazolo[3,4-d]pyridazine